C1(=CC=CC=C1)C1=C(C=C(C=C1)C1=CC=CC=C1)C1=CC=C(C=C1)C1=CC=C(C=C1)N(C1=CC=CC=C1)C1=CC=C(C=C1)C1=CC2=CC=CC=C2C=C1 (2'',5''-diphenyl-[1,1':4',1'']terphenyl-4-yl)-(4-naphthalen-2-yl-phenyl)-phenylamine